2-methyl-2,3-naphthyridin-1-one CN1C(C2=CC=CC=C2C=N1)=O